HYDROXYPROPIONALDEHYDE C(CO)C=O